N'-(6-(trifluoromethyl)-2,3-dihydrobenzofuran-3-yl)cyclopropanecarbohydrazide FC(C1=CC2=C(C(CO2)NNC(=O)C2CC2)C=C1)(F)F